FC(C1=CC=C(C=C1)[C@H]1C[C@H](C1)OCC=1C=C2C(=CNC2=CC1)NC(C)=O)(F)F N-(5-((cis-3-(4-(trifluoromethyl)phenyl)cyclobutoxy)methyl)-1H-indol-3-yl)acetamide